C(C)N(C1=CC(=NC=N1)O[C@@H]1C[C@@H](N(C1)CC1=CN=C(S1)NC(C)=O)C)C N-(5-(((2S,4R)-4-((6-(ethyl(methyl)amino)pyrimidin-4-yl)oxy)2-methylpyrrolidin-1-yl)methyl)thiazol-2-yl)acetamide